4-(5-methylthiophen-2-yl)-2-(morpholin-4-yl)-8-(1H-pyrazol-5-yl)-1,7-naphthyridine CC1=CC=C(S1)C1=CC(=NC2=C(N=CC=C12)C1=CC=NN1)N1CCOCC1